BrC1=CC=C(C=C1)C1C2C(N3C1=C(C=1C=CC=CC31)C)(C3=CC=CC=C3C2=O)C=2NC3=CC=CC=C3C2C 11-(4-bromophenyl)-10-methyl-4b-(3-methyl-1H-indol-2-yl)-11,11a-dihydroindeno[2',1':4,5]pyrrolo[1,2-a]indol-12(4bH)-one